(R)-(6-Chloro-7-methyl-1H-imidazo[4,5-b]pyridin-2-yl)(4-methyl-6,7-dihydrothiazolo[5,4-c]pyridin-5(4H)-yl)methanone ClC=1C(=C2C(=NC1)N=C(N2)C(=O)N2[C@@H](C1=C(CC2)N=CS1)C)C